4-chloro-2-iodo-5-methoxyaniline ClC1=CC(=C(N)C=C1OC)I